tert-Butyl 5-[2-[5-(2,3-dihydro-1,4-benzodioxine-6-sulfonyl)-1H,2H,3H,4H,5H,6H-pyrrolo[3,4-c]pyrrol-2-yl]-2-oxoacetyl]-1,2,3,4-tetrahydroisoquinoline-2-carboxylate O1CCOC2=C1C=CC(=C2)S(=O)(=O)N2CC1=C(C2)CN(C1)C(C(=O)C1=C2CCN(CC2=CC=C1)C(=O)OC(C)(C)C)=O